S1C(=NC=C1)C1=NN=CS1 5-(thiazol-2-yl)-1,3,4-thiadiazol